FC1(CCC(CC1)C=O)F 4,4-difluorocyclohexanecarbaldehyde